FC(C1=CC=C(C=C1)C=1C2C3C=CC(C2C1CCC)C3)(F)F 3-(4-trifluoromethylphenyl)-4-n-propyltricyclo[4.2.1.02,5]non-3,7-diene